6-methyleneandrosta-1,4-diene-3,17-dione C=C1C[C@H]2[C@@H]3CCC([C@@]3(C)CC[C@@H]2[C@]2(C=CC(C=C12)=O)C)=O